(E)-3-(6-chloro-4-((hydroxyimino)methyl)pyridin-3-yl)prop-2-yn-1-yl benzoate C(C1=CC=CC=C1)(=O)OCC#CC=1C=NC(=CC1/C=N/O)Cl